ClC1=CC(=C2C(=NC(N(C2=C1)C=1C(=NC=CC1)C)=O)O)OC 7-chloro-4-hydroxy-5-methoxy-1-(2-methylpyridin-3-yl)quinazolin-2(1H)-one